tributyl (10B)borate [10B](OCCCC)(OCCCC)OCCCC